(3,5-bis(trifluoromethyl)phenyl)sodium boron [B].FC(C=1C=C(C=C(C1)C(F)(F)F)[Na])(F)F